FC(C)(F)C1=CC=C(C=C1)S(=O)O[Na] [4-(1,1-difluoroethyl)phenyl]sulfinyloxysodium